BrC1=C(C=CC=C1)NC(C1=CC(=CC=C1)C)=S N-(2-bromophenyl)-3-methylthiobenzamide